methyl 6-oxo-1-(tetrahydro-2H-pyran-4-yl)-4-(((trifluoromethyl)sulfonyl)oxy)-1,6-dihydropyridine-3-carboxylate O=C1C=C(C(=CN1C1CCOCC1)C(=O)OC)OS(=O)(=O)C(F)(F)F